(S)-methyl 3,4-dimethyl-2-oxo-1,2,3,4-tetrahydroquinazoline-7-carboxylate CN1C(NC2=CC(=CC=C2[C@@H]1C)C(=O)OC)=O